6-((5-fluoro-2-((4-(2-methoxyethoxy)phenyl)amino)pyrimidin-4-yl)amino)-N-hydroxyhexanamide FC=1C(=NC(=NC1)NC1=CC=C(C=C1)OCCOC)NCCCCCC(=O)NO